P([O-])([O-])([O-])=O orthophosphorate